C1(CC1)N(CCOC1=CC(=C(C=C1)CC(=O)O)F)C (4-{2-[cyclopropyl-(methyl)amino]ethoxy}-2-fluorophenyl)acetic acid